(S)-6-methoxy-N-(6-methoxypyridin-2-yl)-2-((tetrahydrofuran-3-yl)methyl)-2H-indazole-5-carboxamide COC=1C(=CC2=CN(N=C2C1)C[C@H]1COCC1)C(=O)NC1=NC(=CC=C1)OC